C1CNCCC12CCC(CC2)CN2CCC(CC2)C(=O)N2CCC(CC2)C=2C=C1C(=NC(=NC1=CC2OC)C)N[C@H](C)C2=CC(=CC(=C2)C(F)(F)F)N (R)-(1-((3-azaspiro[5.5]undecan-9-yl)methyl)piperidin-4-yl)(4-(4-((1-(3-Amino-5-(trifluoromethyl)phenyl)ethyl)amino)-7-methoxy-2-methylquinazolin-6-yl)piperidin-1-yl)methanone